ethyl 4-amino-5-bromo-1-(4-cyano-2-ethoxyphenyl)-1H-pyrazole-3-carboxylate NC=1C(=NN(C1Br)C1=C(C=C(C=C1)C#N)OCC)C(=O)OCC